N'-((8-cyano-1,2,3,5,6,7-hexahydro-s-indacen-4-yl)carbamoyl)-6-(2-hydroxypropan-2-yl)pyridine-3-sulfonimidamide C(#N)C=1C=2CCCC2C(=C2CCCC12)NC(=O)N=S(=O)(N)C=1C=NC(=CC1)C(C)(C)O